bicyclo[2.2.1]hept-5-en-2-ylmethyl methacrylate C(C(=C)C)(=O)OCC1C2C=CC(C1)C2